NCC1=C(C=C(C=C1)Br)SSC1=C(C=CC(=C1)Br)CN [2-[[2-(aminomethyl)-5-bromo-phenyl]disulfanyl]-4-bromo-phenyl]methylamine